(2-bromophenyl)boric acid BrC1=C(C=CC=C1)OB(O)O